C(C)(C)(C)N(C(O)=O)C=1C=NC2=CC(=C(C=C2C1C#N)F)OC.COC1=CC=C(C(=O)NSC(NC=2C=C3C=NN(C3=CC2)C2OCCCC2)=O)C=C1 4-methoxy-N-[(1-tetrahydropyran-2-yl-indazol-5-yl)carbamoylthio]Benzamide Tert-butyl-(4-cyano-6-fluoro-7-methoxyquinolin-3-yl)carbamate